Cl.NCC1=C(C(=CC(=C1)C1=CC(=NC=C1)N1CCN(CC1)C)Cl)SC1=NC=CC=C1CO (2-{[2-(aminomethyl)-6-chloro-4-[2-(4-methylpiperazin-1-yl)pyridin-4-yl]phenyl]sulfanyl}pyridin-3-yl)methanol HCl salt